CN(\C=C(\C(=O)OCC)/[N+]#[C-])C ethyl (Z)-3-(dimethylamino)-2-isocyano-prop-2-enoate